(R)-2-(tert-butylamino)-1-(3-fluoropyridin-4-yl)ethan-1-ol C(C)(C)(C)NC[C@H](O)C1=C(C=NC=C1)F